COC(CC\C=C/C[C@@H]1OC(O[C@@H]1\C=C\C=C\C#C\C=C\[C@@H](C\C=C/CC)O)(C)C)=O (Z)-6-((4S,5R)-5-((R,1E,3E,7E,11Z)-9-Hydroxytetradeca-1,3,7,11-tetraen-5-yn-1-yl)-2,2-dimethyl-1,3-dioxolan-4-yl)hex-4-enoic acid methyl ester